C(C)C=1N=C(C2=C(N1)SC(=C2)C)NCCC2=CC=C(C=C2)C(F)(F)F 2-ethyl-6-methyl-N-(4-(trifluoromethyl)phenethyl)thieno[2,3-d]pyrimidin-4-amine